2-((DIMETHYLAMINO)METHYL)THIAZOL-5-YLBORONIC ACID CN(C)CC=1SC(=CN1)B(O)O